C[C@@H]([C@@H](C)C1=C(C=CC=C1)C(F)(F)F)OC([C@H](C)NC(=O)C1=NC=CC(=C1O)OC)=O.CNC1C(OC=C1)=O methylaminofuranone [(1S,2S)-1-methyl-2-[2-(trifluoromethyl)phenyl]propyl](2S)-2-[(3-hydroxy-4-methoxy-pyridine-2-carbonyl)amino]propanoate